COC(C1=C(N=C(C(=C1)F)N1N=C(N(C1=O)CC)COCC1=CC=CC=C1)Cl)=O (3-((benzyloxy)methyl)-4-ethyl-5-oxo-4,5-dihydro-1H-1,2,4-triazol-1-yl)-2-chloro-5-fluoronicotinic acid methyl ester